C(C)(C)(C)OOC1=C(C(=C(C=C1)C(C)C)C(C)C)OOC(C)(C)C bis(tert-butylperoxy)-diisopropylbenzene